C1(CCC1)C1=CN2C[C@H](CC3=CC(=C(C1=C23)F)F)N(C)C (S)-1-cyclobutyl-8,9-difluoro-N,N-dimethyl-5,6-dihydro-4H-pyrrolo[3,2,1-ij]quinolin-5-amine